C(=O)[O-].C(C)(C)(C)N1C=[N+](C=C1)C(C)(C)C 1,3-di-tert-butylimidazolium formate